4,4,5,5-tetramethyl-2-(1-methyl-1,3-dihydro-2-benzofuran-5-yl)-1,3,2-dioxaborolane CC1(OB(OC1(C)C)C1=CC2=C(C(OC2)C)C=C1)C